ClC1=C(C=CC(=C1)F)CC(=O)N1C[C@@H](CC[C@@H]1C)C(=O)OC methyl (3R,6S)-1-(2-(2-chloro-4-fluorophenyl) acetyl)-6-methylpiperidine-3-carboxylate